ethyl 2-(2'-(trifluoromethyl)-2,3,4,5-tetrahydro-[1,1'-biphenyl]-4-yl)acetate FC(C1=C(C=CC=C1)C=1CCC(CC1)CC(=O)OCC)(F)F